ethyl-8-{2-[9-(dimethylamino)heptadecyl]cyclopropyl}octanoate C(C)OC(CCCCCCCC1C(C1)CCCCCCCCC(CCCCCCCC)N(C)C)=O